3-(5-(piperazin-1-yl)imidazo[1,2-c]pyrimidin-7-yl)quinoline N1(CCNCC1)C1=NC(=CC=2N1C=CN2)C=2C=NC1=CC=CC=C1C2